BrC1=CC2=C(N=NN2)C=C1F 5-bromo-6-fluoro-3H-1,2,3-benzotriazole